tert-butyl (2R,3S)-2-(((2R,3R,4R,5S,6S)-6-((7H-purin-6-yl)amino)-4,5-dihydroxy-2-(hydroxymethyl)tetrahydro-2H-pyran-3-yl)carbamoyl)-3-acetoxypyrrolidine-1-carboxylate N1=CN=C2N=CNC2=C1N[C@@H]1[C@H]([C@@H]([C@H]([C@@H](O1)CO)NC(=O)[C@@H]1N(CC[C@@H]1OC(C)=O)C(=O)OC(C)(C)C)O)O